(1R,5S,7s)-3-oxa-9-azabicyclo[3.3.1]nonan [C@H]12COC[C@H](CCC1)N2